3-(trifluoromethyl)imidazo[1,2-a]Pyridine-2-carboxylic acid ethyl ester C(C)OC(=O)C=1N=C2N(C=CC=C2)C1C(F)(F)F